COC(CN1C(=NC=C1C=O)Cl)=O (2-CHLORO-5-FORMYL-IMIDAZOL-1-YL)-ACETIC ACID METHYL ESTER